C1(CC1)C(=O)N1CCC(CC1)CN1N=C2C3=C(C[C@@H](C2=C1)C)OC(=C3C(F)(F)F)C(=O)NC[C@H]3OCCOC3 (4S)-2-{[1-(cyclopropanecarbonyl)piperidin-4-yl]methyl}-N-{[(2R)-1,4-dioxan-2-yl]methyl}-4-methyl-8-(trifluoromethyl)-4,5-dihydro-2H-furo[2,3-g]indazole-7-carboxamide